7-chloro-3-(5-(difluoromethyl)-1,3,4-thiadiazol-2-yl)-pyrazolo[1,5-a]pyridine-5-sulfonamide ClC1=CC(=CC=2N1N=CC2C=2SC(=NN2)C(F)F)S(=O)(=O)N